BrC1=CC=C2C(=C(C(=NC2=C1)N1C(C2(CN(C2)C(=O)OC(C)(C)C)CC1)C)C)Cl tert-butyl 6-(7-bromo-4-chloro-3-methylquinolin-2-yl)-5-methyl-2,6-diazaspiro[3.4]octane-2-carboxylate